2-(3,4-dihydronaphthalen-2-yl)-5,5-dimethyl-1,3-dioxolan-4-one C1=C(CCC2=CC=CC=C12)C1OC(C(O1)=O)(C)C